CN1C(C(=CC(=C1)C1=CC=CC=C1)N1C(C2=CC=C(C=C2C1=O)C=1N=NNC1)=O)=O 2-(1-methyl-2-oxo-5-phenyl-1,2-dihydropyridin-3-yl)-5-(1H-1,2,3-triazol-4-yl)isoindoline-1,3-dione